benzotriazol-1-yl-oxy-tri-pyrrolidinophosphonium N1(N=NC2=C1C=CC=C2)O[P+](N2CCCC2)(N2CCCC2)N2CCCC2